C(#C)C1=CC(=NC=2N=C(N=CC21)NC2=CC=C(C=C2)N2CCN(CC2)C)N2C(OC[C@H]2C(C)C)=O (4R)-3-(5-ethynyl-2-{[4-(4-methylpiperazin-1-yl)phenyl]amino}pyrido[2,3-d]pyrimidin-7-yl)-4-isopropyl-1,3-oxazolidin-2-one